C(COP(=O)(O)O)[C@@H](C(=O)O)N The molecule is the L-enantiomer of O-phosphohomoserine. It has a role as an Escherichia coli metabolite. It is a conjugate acid of an O-phosphonato-L-homoserine(2-).